lithium phenyl (2,4,6-trimethylbenzoyl) phosphite P(OC1=CC=CC=C1)(OC(C1=C(C=C(C=C1C)C)C)=O)[O-].[Li+]